ClC1=NC(=CC=C1OC1CNCC1)I 2-chloro-6-iodo-3-(pyrrolidin-3-yloxy)pyridine